2-(azepan-3-yl)-N-(3,4-dimethylbenzyl)-8-methoxy-[1,2,4]triazolo[1,5-c]quinazolin-5-amine N1CC(CCCC1)C1=NN2C(=NC=3C=C(C=CC3C2=N1)OC)NCC1=CC(=C(C=C1)C)C